tert-butyl 6-[8-(1,3-benzothiazol-2-ylcarbamoyl)-3,4-dihydro-1H-isoquinolin-2-yl]-3-[4-[3-[1-(2-ethoxy-2-oxo-ethyl)-4-fluoro-4-piperidyl]propoxy]-2-methyl-phenyl]pyridine-2-carboxylate S1C(=NC2=C1C=CC=C2)NC(=O)C=2C=CC=C1CCN(CC21)C2=CC=C(C(=N2)C(=O)OC(C)(C)C)C2=C(C=C(C=C2)OCCCC2(CCN(CC2)CC(=O)OCC)F)C